N-(1-METHYL-1H-INDAZOL-7-YL)-6-(1-METHYL-2-(TRIFLUOROMETHYL)-1H-IMIDAZOL-5-YL)PYRIDINE-3-SULFONAMIDE CN1N=CC2=CC=CC(=C12)NS(=O)(=O)C=1C=NC(=CC1)C1=CN=C(N1C)C(F)(F)F